ClC1=C(C(=C(C=2C=NC(=NC12)NC=1C=NN(C1)C1(CC1)C)N)F)C1=C(C2=C(OCCN2)N=C1)C (R and S)-8-chloro-6-fluoro-7-(8-methyl-2,3-dihydro-1H-pyrido[2,3-b][1,4]oxazin-7-yl)-N2-(1-(1-methylcyclopropyl)-1H-pyrazol-4-yl)quinazoline-2,5-diamine